tert-butyl 4-((2-(2,6-dioxopiperidin-3-yl)-3-oxoisoindolin-4-yl) ethynyl)-piperidine-1-carboxylate O=C1NC(CCC1N1CC2=CC=CC(=C2C1=O)C#CC1CCN(CC1)C(=O)OC(C)(C)C)=O